ClC1=C(C=C(CN(C2(CCN(CC2)C(=O)N2N=C(C=C2)NS(=O)(=O)C)C)C)C=C1)N1CCCC1 N-(1-(4-((4-Chloro-3-(pyrrolidin-1-yl)benzyl)(methyl)amino)-4-methylpiperidine-1-carbonyl)-1H-pyrazol-3-yl)methanesulfonamide